O=C1C=C(N=CN1C[C@@H]1CCN(CC12CCCC2)C(=O)N2C(CC(CC2)C(=O)[O-])C2=CC=CC=C2)C2=CC=CC=C2 1-((R)-10-((6-oxo-4-phenylpyrimidin-1(6H)-yl)methyl)-7-azaspiro[4.5]decane-7-carbonyl)-2-phenylpiperidine-4-carboxylate